2'-(2-((5-(1-ethylpyrrolidin-3-yl)pyridin-2-yl)amino)-5-fluoro-pyrimidin-4-yl)-5'-methyl-5',6'-dihydro-4'H-spiro[cyclopropane-1,7'-thieno[3,2-c]pyridin]-4'-one C(C)N1CC(CC1)C=1C=CC(=NC1)NC1=NC=C(C(=N1)C1=CC=2C(N(CC3(C2S1)CC3)C)=O)F